CN(CCC[Si](OC)(OC)OC)C γ-(dimethylamino)propyltrimethoxysilane